N[C@H](C(=O)O[C@@H]1[C@H](O[C@@]([C@@H]1O)(C#N)C1=CC=C2C(=NC=NN21)NC(=O)OCOC(C)=O)CO)C(C)(C)C (2R,3S,4R,5R)-5-(4-(((acetoxymethoxy)carbonyl)amino) pyrrolo[2,1-f][1,2,4]triazin-7-yl)-5-cyano-4-hydroxy-2-(hydroxymethyl)tetrahydrofuran-3-yl (S)-2-amino-3,3-dimethylbutanoate